1-(1-methylcyclopropyl)pyrrole-3-carboxylic acid CC1(CC1)N1C=C(C=C1)C(=O)O